C(#N)CN1N=C(C(=C1)C1=CN=C2N1C=CN=C2NC2=CC(=C(C(=O)N[C@@H](CNC(=O)[C@H]1NCCC1)C)C=C2)CC)C(F)(F)F (S)-N-((R)-2-(4-((3-(1-(cyanomethyl)-3-(trifluoromethyl)-1H-pyrazol-4-yl)imidazo[1,2-a]pyrazin-8-yl)amino)-2-ethylbenzamido)propyl)pyrrolidine-2-carboxamide